quinothiane S1CCCC2=C1C=C1C=CC=CC1=N2